2-bromo-3-(4,4-difluoroazepan-1-yl)quinoline BrC1=NC2=CC=CC=C2C=C1N1CCC(CCC1)(F)F